1-methyl-3-azabicyclo[3.1.0]Hexane-2-carboxamide CC12C(NCC2C1)C(=O)N